C(#N)OC1=CC=CC=C1 4-cyanooxybenzene